(2R,3R,4R,5S)-2-(hydroxymethyl)-1-(6-{[2-methoxy-4-(pyrimidin-2-yl)phenyl]amino}hexyl)piperidine-3,4,5-triol OC[C@H]1N(C[C@@H]([C@H]([C@@H]1O)O)O)CCCCCCNC1=C(C=C(C=C1)C1=NC=CC=N1)OC